5-(trifluoromethyl)-1,2,4-oxadiazole FC(C1=NC=NO1)(F)F